FC1=CC(=C(C=C1)C1CCN(CC1)C(=O)C1=NNC2=C1CN(CC2)S(=O)(=O)C)C(F)(F)F (4-(4-fluoro-2-(trifluoromethyl)phenyl)piperidin-1-yl)(5-(methylsulfonyl)-4,5,6,7-tetrahydro-1H-pyrazolo[4,3-c]pyridin-3-yl)methanone